4-(3-acetyl-4,5-dichloro-2-methyl-1H-pyrrol-1-yl)benzonitrile C(C)(=O)C1=C(N(C(=C1Cl)Cl)C1=CC=C(C#N)C=C1)C